Cl.O1CC(C1)NC=1C=CC=C2CCNCC12 N-(Oxetan-3-yl)-1,2,3,4-tetrahydroisoquinoline-8-amine hydrochloride